(R)-2-(3-(methoxycarbonyl)bicyclo[1.1.1]pentan-1-yl)-3-oxohexahydroimidazo[1,5-a]pyrazine-7(1H)-carboxylic acid tert-butyl ester C(C)(C)(C)OC(=O)N1C[C@@H]2N(CC1)C(N(C2)C21CC(C2)(C1)C(=O)OC)=O